ClC=1C=C(C=C(C1)Cl)C1(CC(=NO1)N1CC2=C(C1)C=C(S2)C(=O)NC2CSC2)C(F)(F)F 5-(5-(3,5-dichlorophenyl)-5-(trifluoromethyl)-4,5-dihydroisoxazol-3-yl)-N-(thietan-3-yl)-5,6-dihydro-4H-thieno[2,3-c]pyrrole-2-carboxamide